OC(CON1CCC(CC1)CC=1C=NC=CC1)CN1CCN(CC1)C N-(2-hydroxy-3-(4-methylpiperazin-1-yl)propoxy)-4-(pyridin-3-ylmethyl)piperidine